5-chloro-N-[3-fluoro-4-(2-{[1,3]thiazolo[4,5-c]pyridin-7-yl}ethynyl)pyridin-2-yl]-2-methoxypyridine-3-sulfonamide ClC=1C=C(C(=NC1)OC)S(=O)(=O)NC1=NC=CC(=C1F)C#CC=1C2=C(C=NC1)N=CS2